CC1=C(C(=O)O)C=C(C(=C1O)O)O 2-methyl-3,4,5-trihydroxybenzoic acid